BrC=1C=NC=CC1C 3-bromo-4-methylpyridine